4-((6-azaspiro[3.4]octan-2-yl)amino)-2-((1-methyl-piperidin-4-yl)oxy)benzonitrile TFA salt OC(=O)C(F)(F)F.C1C(CC12CNCC2)NC2=CC(=C(C#N)C=C2)OC2CCN(CC2)C